ClC=1C(=C(C=CC1)NC1=NC=NC2=CC(=C(C=C12)N)C#CC1(CN(CC1)CCF)C)F N4-(3-chloro-2-fluorophenyl)-7-((1-(2-fluoroethyl)-3-methylpyrrolidin-3-yl)ethynyl)quinazoline-4,6-diamine